N-[3-(difluoromethyl)-1-[4-(hydroxymethyl)cyclohexyl]pyrazol-4-yl]-2-(2-morpholino-4-pyridyl)oxazole-4-carboxamide FC(C1=NN(C=C1NC(=O)C=1N=C(OC1)C1=CC(=NC=C1)N1CCOCC1)C1CCC(CC1)CO)F